para-cyanoaniline C(#N)C1=CC=C(N)C=C1